1,2-dithiol-4-carboxylic acid S1SCC(=C1)C(=O)O